3-chloro-4-fluorobenzamide ClC=1C=C(C(=O)N)C=CC1F